2-Ethyl-2-(hydroxymethyl)-propan-1,3-diol C(C)C(CO)(CO)CO